tert-butyl 6,11-dioxa-2-azaspiro[3.8]dodeca-8-yne-2-carboxylate C1N(CC12COCC#CCOC2)C(=O)OC(C)(C)C